N=1N(N=C2C1C=CC=C2)C=2C=C(C=C(C2O)C)CC(=O)OCCCCOC(CC2=CC(=C(C(=C2)C)O)N2N=C1C(=N2)C=CC=C1)=O 1,4-butanediyl bis(3-(2H-benzotriazol-2-yl)-4-hydroxy-5-methylphenylethanoate)